4-(1,2-dimethyl-1H-indol-3-yl)-N-(4-(2-(dimethylamino)ethoxy)-2-methoxy-5-nitrophenyl)pyrimidine-2-amine CN1C(=C(C2=CC=CC=C12)C1=NC(=NC=C1)NC1=C(C=C(C(=C1)[N+](=O)[O-])OCCN(C)C)OC)C